FC(N1N=CC(=C1)C1=CC(=C(C(=C1)F)C1C(C(N1C1=CC2=C(N(C=N2)COCC[Si](C)(C)C)C=C1)=O)C)F)F 4-(4-(1-(difluoromethyl)-1H-pyrazol-4-yl)-2,6-difluorophenyl)-3-methyl-1-(1-((2-(trimethylsilyl)ethoxy)methyl)-1H-benzo[d]imidazol-5-yl)azetidin-2-one